1-[4-(5-hydroxy-3-{[4-(trifluoromethyl)phenyl]amino}pyrazin-2-yl)piperazin-1-yl]prop-2-en-1-one OC=1N=C(C(=NC1)N1CCN(CC1)C(C=C)=O)NC1=CC=C(C=C1)C(F)(F)F